C1(CC1)CN1CCC2(C[C@@H]2C(=O)N[C@@H](CCCCCC(CC)=O)C=2NC(=CN2)C=2C(=NC3=CC=CC=C3C2)OC)CC1 (S)-6-(cyclopropylmethyl)-N-((S)-1-(5-(2-methoxyquinolin-3-yl)-1H-imidazol-2-yl)-7-oxononyl)-6-azaspiro[2.5]octane-1-carboxamide